FC1=C(C=C(C#N)C=C1)C=O 4-fluoro-3-formylbenzonitrile